FC1=C2[C@H](N(C(C2=CC=C1C1=NC=CC(=C1)CN1C[C@H](CC1)C(C)(C)O)=O)[C@@H]1C(NC(CC1)=O)=O)C (S)-3-((R)-4-fluoro-5-(4-(((S)-3-(2-hydroxypropan-2-yl)pyrrolidin-1-yl)methyl)pyridin-2-yl)-3-methyl-1-oxoisoindolin-2-yl)piperidine-2,6-dione